[5-[[1-[(E)-2-(aminomethyl)-3-fluoro-allyl]-5-oxo-1,2,4-triazol-4-yl]methyl]-2-thienyl]-4-methyl-1,4-benzoxazin-3-one hydrochloride Cl.NC/C(/CN1N=CN(C1=O)CC1=CC=C(S1)C1OC2=C(N(C1=O)C)C=CC=C2)=C\F